ClC=1C=C2N=CC(=NC2=CC1)OC1=CC=C(C=C1)O 4-(6-chloroquinoxaline-2-yloxy)phenol